6-(4-((2R,6S)-4-acryloyl-6-methyl-1-(methylsulfonyl)piperazin-2-yl)-6-chloropyridin-2-yl)-N-methyl-2-(trifluoromethyl)pyrimidine-4-carboxamide C(C=C)(=O)N1C[C@H](N([C@H](C1)C)S(=O)(=O)C)C1=CC(=NC(=C1)Cl)C1=CC(=NC(=N1)C(F)(F)F)C(=O)NC